1-propyl-2,4,6-trimethylpyridine C(CC)N1C(C=C(C=C1C)C)C